CS(=O)(=O)C=1C=C(CN2CC3=CC=C(C=C3C2)C2=NOC=C2)C=CC1OCC1CCN(CC1)S(=O)(=O)C 3-(2-(3-(Methylsulfonyl)-4-((1-(methylsulfonyl)piperidin-4-yl)methoxy)benzyl)-isoindolin-5-yl)isoxazole